nitrilotriethoxysilane N#CCO[SiH](OCC)OCC